C1C(CC12CCC2)C(=O)N spiro[3.3]heptane-2-carboxamide